OCCN1C(N(C=2N=CN(C2C1=O)C)C)=O 1-(2-hydroxyethyl)-3,7-dimethyl-1H-purine-2,6(3H,7H)-dione